1,1-diallyl-3-butylurea C(C=C)N(C(=O)NCCCC)CC=C